C1(CC(=O)OC(C2=C(C=C(C=C2)OC)CC(CCCC)CC)(CC(CCCC)CC)O1)=O di(2-ethylhexyl)-4-methoxy-benzylidene malonate